NC=1C=CC(=NC1)[C@@H](C(F)(F)F)N(C(=O)C1CNC(NC1)=O)C (S)-N-(1-(5-Aminopyridin-2-yl)-2,2,2-trifluoroethyl)-N-methyl-2-oxohexahydropyrimidine-5-carboxamide